methyl 2-(4-(N-(4-(5-(3,5-dichlorophenyl)-5-(trifluoromethyl)-4,5-dihydroisoxazol-3-yl)-2-methylbenzoyl)-S-methylsulfonimidoyl)phenyl)acetate ClC=1C=C(C=C(C1)Cl)C1(CC(=NO1)C1=CC(=C(C(=O)N=S(=O)(C)C2=CC=C(C=C2)CC(=O)OC)C=C1)C)C(F)(F)F